3,4-divinylnaphthalene C(=C)C=1C=CC2=CC=CC=C2C1C=C